BrCC1C(CC(CC1)(C)C)C1=CC=C(C=C1)Cl 1-(2-(bromomethyl)-5,5-dimethylcyclohexan-1-yl)-4-chlorobenzene